trans-benzyl 2,3-dimethylcyclopropylcarboxylate CC1C(C1C)C(=O)OCC1=CC=CC=C1